N-(1H-indol-3-yl)-7-methoxy-4-methyl-quinazolin-2-amine N1C=C(C2=CC=CC=C12)NC1=NC2=CC(=CC=C2C(=N1)C)OC